N-(3-(5-(2-ethylpyrimidin-5-yl)-1H-pyrrolo[2,3-b]pyridine-3-carbonyl)-2,6-difluorophenyl)propane-1-sulfonamide C(C)C1=NC=C(C=N1)C=1C=C2C(=NC1)NC=C2C(=O)C=2C(=C(C(=CC2)F)NS(=O)(=O)CCC)F